C(OC1C(CCC(C1)C(C)C)C)(OC(CCCC(N1C(SCC1)=S)=O)CCCCCCC)=O 5-Isopropyl-2-methylcyclohexyl (1-oxo-1-(2-thioxothiazolidin-3-yl) dodecan-5-yl) carbonate